C(C)OC(C(CC(C)(C)F)N[C@H](C(F)(F)F)C1=CC(=C(C=C1)C1=C(C=CC(=C1)Br)O)F)=O (((S)-1-(5'-bromo-2-fluoro-2'-hydroxy-[1,1'-biphenyl]-4-yl)-2,2,2-trifluoroethyl)amino)-4-fluoro-4-methylpentanoic acid ethyl ester